ethyl 4-(3-chloro-4-fluoro-2-methoxy-phenyl)-2-methyl-2-(trifluoromethyl)-3H-furan-5-carboxylate ClC=1C(=C(C=CC1F)C=1CC(OC1C(=O)OCC)(C(F)(F)F)C)OC